O1N=C(N=C1)C(=O)O [1,2,4]oxadiazole-3-carboxylic acid